S(=O)(=O)(C1=CC=C(C)C=C1)O[C@H]1C[C@H](N(C1)C(=O)OC(C)(C)C)C(=O)OC(C)(C)C di-tert-Butyl (2S,3R,4S)-4-(tosyloxy)pyrrolidine-1,2-dicarboxylate